(R)-6-(2-(3'-chloro-4'-fluoro-[1,1'-biphenyl]-3-yl)-2-hydroxyacetyl)-2-(1-(3-chlorophenyl)cyclopropyl)-5,6,7,8-tetrahydropyrido[4,3-d]pyrimidin-4(3H)-one ClC=1C=C(C=CC1F)C1=CC(=CC=C1)[C@H](C(=O)N1CC2=C(N=C(NC2=O)C2(CC2)C2=CC(=CC=C2)Cl)CC1)O